The molecule is a 1-phosphatidyl-1D-myo-inositol 4,5-bisphosphate(5-) obtained by deprotonation of the phosphate OH groups of 1-stearoyl-2-arachidonoyl-sn-glycero-3-phospho-1D-myo-inositol 4,5-bisphosphate; major species at pH 7.3. It is a conjugate base of a 1-stearoyl-2-arachidonoyl-sn-glycero-3-phospho-1D-myo-inositol 4,5-biphosphate. CCCCCCCCCCCCCCCCCC(=O)OC[C@H](COP(=O)([O-])O[C@@H]1[C@@H]([C@@H]([C@H]([C@@H]([C@H]1O)OP(=O)([O-])[O-])OP(=O)([O-])[O-])O)O)OC(=O)CCC/C=C\\C/C=C\\C/C=C\\C/C=C\\CCCCC